ClC1=NC=2C3(CCCC2C(=C1)Cl)COCC3 2',4'-dichloro-4,5,6',7'-tetrahydro-2H,5'H-spiro[furan-3,8'-quinoline]